4-((3-(4-(((1S,4S)-4-(dimethylamino)cyclohexyl)amino)-1-(2,2,2-trifluoroethyl)-1H-indol-2-yl)prop-2-yn-1-yl)amino)-2-fluoro-5-methoxy-N-methylbenzamide CN(C1CCC(CC1)NC1=C2C=C(N(C2=CC=C1)CC(F)(F)F)C#CCNC1=CC(=C(C(=O)NC)C=C1OC)F)C